NC1=NC(=NC=C1C(=O)NCCO)C1=NN(C2=C(C=CC=C12)F)CC1=C(C=CC=C1)F 4-amino-2-(7-fluoro-1-(2-fluorobenzyl)-1H-indazol-3-yl)-N-(2-hydroxyethyl)pyrimidine-5-carboxamide